2-[2-(2,2-difluoroethoxy)phenyl]-N-[2-fluoro-4-(2-hydroxypropan-2-yl)phenyl]-3-oxo-2,3-dihydropyridazine-4-carboxamide FC(COC1=C(C=CC=C1)N1N=CC=C(C1=O)C(=O)NC1=C(C=C(C=C1)C(C)(C)O)F)F